C(CCCC)C(=O)[C@@H](O)[C@@H](O)[C@H](O)[C@H](O)CO 1-pentyl-mannose